ClC=1C=2C(N=C3N(C2C=CC1)C1=C(N3C3CCCC3)C=C(C=C1)N1CCC(CC1)=O)=O 4-Chloro-7-cyclopentyl-9-(4-oxopiperidin-1-yl)benzo[4,5]imidazo[1,2-a]quinazolin-5(7H)-one